tert-butyloxycarbonyl-tert-butyl carbonate C(OC(CC(=O)OC(C)(C)C)(C)C)([O-])=O